1-(2-(5-(4-(aminomethyl)phenyl)-1H-imidazol-2-yl)piperidin-1-yl)-2-(methylthio)propan-1-one NCC1=CC=C(C=C1)C1=CN=C(N1)C1N(CCCC1)C(C(C)SC)=O